indium silver zinc sulfide [S-2].[Zn+2].[Ag+].[In+3].[S-2].[S-2]